N1(CCC1)S(=O)(=O)N[C@@H]1CC[C@H](OC1)CN1CCC2(CN(C2)C2=NC=NC=C2OC2=C(C(=O)N([C@@H]3COCC3)C(C)C)C=C(C=C2)F)CC1 ((4-(7-(((2S,5R)-5-(Azetidine-1-sulfonamido)tetrahydro-2H-pyran-2-yl)methyl)-2,7-diazaspiro[3.5]nonan-2-yl)pyrimidin-5-yl)oxy)-5-fluoro-N-isopropyl-N-((S)-tetrahydrofuran-3-yl)benzamide